N-((7a-(((4-(3,8-diazabicyclo[3.2.1]octan-3-yl)-7-(8-chloronaphthalen-1-yl)-8-fluoropyrido[4,3-d]pyrimidin-2-yl)oxy)methyl)hexahydro-1H-pyrrolizin-3-yl)methyl)acetamide C12CN(CC(CC1)N2)C=2C1=C(N=C(N2)OCC23CCCN3C(CC2)CNC(C)=O)C(=C(N=C1)C1=CC=CC2=CC=CC(=C12)Cl)F